2-(tert-butyl)hexane-2,3-dicarboxylic acid 3-ethyl ester C(C)OC(=O)C(C(C)(C(=O)O)C(C)(C)C)CCC